N=1NC=C2C=CC=C(C12)C(=O)N 2H-INDAZOLE-7-FORMAMIDE